5-amino-3-(4-bromophenyl)-1-(2,2,2-trifluoro-1-tetrahydrofuran-3-yl-ethyl)pyrazole-4-carbonitrile NC1=C(C(=NN1C(C(F)(F)F)C1COCC1)C1=CC=C(C=C1)Br)C#N